5-((4-Chloro-2-nitro-phenyl)amino)-1-methyl-1H-pyrazole-4-carbaldehyde ClC1=CC(=C(C=C1)NC1=C(C=NN1C)C=O)[N+](=O)[O-]